3-fluoro-N-(1-methylpiperidin-4-yl)-5-(4,4,5,5-tetramethyl-1,3,2-dioxaborolan-2-yl)thiophene-2-carboxamide FC1=C(SC(=C1)B1OC(C(O1)(C)C)(C)C)C(=O)NC1CCN(CC1)C